2-[[4-[5-(trifluoromethyl)-1,2,4-oxadiazol-3-yl]-2-thienyl]methyl]-1,2-thiazolidine 1,1-dioxide FC(C1=NC(=NO1)C=1C=C(SC1)CN1S(CCC1)(=O)=O)(F)F